NC=1C2=C(N=CN1)C=NC(=N2)C=2C=C(C=CC2)C#C[C@@]2(CCN1C2=NC=C1)O (R)-7-[2-[3-(4-Aminopyrimido[5,4-d]pyrimidin-6-yl)phenyl]ethynyl]-5,6-dihydropyrrolo[1,2-a]imidazol-7-ol